(5'S,7a'R)-5'-(3,5-difluoro-phenyl)-1-(imidazo[1,5-a]-pyridine-1-carbonyl)tetra-hydro-3'H-spiro[piperidine-4,2'-pyrrolo[2,1-b]-oxazol]-3'-one FC=1C=C(C=C(C1)F)[C@@H]1CC[C@H]2OC3(C(N21)=O)CCN(CC3)C(=O)C=3N=CN2C3C=CC=C2